CN(C(=[N+](C)C)ON1N=NC=2C1=NC=CC2)C 1-(Dimethylamino)-N,N-dimethyl-1-[(3H-[1,2,3]triazolo[4,5-b]pyridin-3-yl)oxy]methaniminium